trimethylolheptene methyl-(S)-4-chloro-2-(chloromethyl)-1-(oxetan-2-ylmethyl)-1H-benzo[d]imidazole-6-carboxylate COC(=O)C=1C=C(C2=C(N(C(=N2)CCl)C[C@H]2OCC2)C1)Cl.C(O)C(CCCCC=C)(CO)CO